C(C)(=O)C=1SC=C(N1)C(=O)N 2-Acetylthiazole-4-carboxamide